2-(3-amino-1H-pyrazol-1-yl)-2-methylpropanenitrile NC1=NN(C=C1)C(C#N)(C)C